ClC=1C(=C(C=C(C1)F)C(C)=O)OCC(C(F)(F)F)O 1-[3-chloro-5-fluoro-2-(3,3,3-trifluoro-2-hydroxypropoxy)phenyl]ethanone